3-bromo-6-hydroxy-2-methyl-benzaldehyde BrC=1C(=C(C=O)C(=CC1)O)C